α,α,α-trichloro-para-t-butyl-acetophenone ClC(C(=O)C1=CC=C(C=C1)C(C)(C)C)(Cl)Cl